ClC=1C=C(C=CC1)NC(C(C)(C)C)=O N-(3-chlorophenyl)pivalic amide